COC1=C(C(=CC=C1C)OC)O 2,6-dimethoxy-3-methylphenol